ClC=1C=C2C(=NC(=NC2=C(C1C1=C(C=CC=C1O)F)F)OCCN1CC(CC1)(F)F)N1CCN(CC1)C(C=C)=O (S)-1-(4-(6-chloro-2-(2-(3,3-difluoro-pyrrolidin-1-yl)ethoxy)-8-fluoro-7-(2-fluoro-6-hydroxyphenyl)quinazolin-4-yl)piperazin-1-yl)prop-2-en-1-one